3-Bromo-N-((2-((3R,5S)-3,5-dimethylpiperazin-1-yl)pyrimidin-4-yl)methyl)-1-tosyl-1H-pyrrolo[2,3-b]pyridin-4-amine BrC1=CN(C=2N=CC=C(C21)NCC2=NC(=NC=C2)N2C[C@H](N[C@H](C2)C)C)S(=O)(=O)C2=CC=C(C)C=C2